COC1=C(C=CC(=C1)S(=O)(=O)C)NCC#CC1=C(C2=C(S1)C(=CC=C2)NC2C1CN(CC2CC1)C(=O)OC(C)(C)C)CC(F)(F)F tert-butyl 8-((2-(3-((2-methoxy-4-(methylsulfonyl)phenyl)amino)prop-1-yn-1-yl)-3-(2,2,2-trifluoroethyl)benzo[b]thiophen-7-yl)amino)-3-azabicyclo[3.2.1]octane-3-carboxylate